CC=1C(=CC=C2C(CCOC12)=O)O[C@@H](C=1C=C(CNC(=O)N)C=CC1)C1=CC=NC=C1 (S)-1-(3-(((8-methyl-4-oxochroman-7-yl)oxy)(pyridin-4-yl)methyl)benzyl)urea